4-butylphenyldiphenylamin C(CCC)C1=CC=C(C=C1)N(C1=CC=CC=C1)C1=CC=CC=C1